(8-bromo-6-chloroimidazo[1,2-a]pyridin-2-yl)[(3R,3'R)-3'-hydroxy-1,4-dihydro-1'H,2H-spiro[isoquinoline-3,4'-piperidin]-1'-yl]methanone BrC=1C=2N(C=C(C1)Cl)C=C(N2)C(=O)N2C[C@H]([C@@]1(CC2)NCC2=CC=CC=C2C1)O